2-amino-1-(3-(trifluoromethyl)-5,6-dihydro-[1,2,4]triazolo[4,3-a]pyrazin-7(8H)-yl)ethan-1-one trifluoroacetic acid salt FC(C(=O)O)(F)F.NCC(=O)N1CC=2N(CC1)C(=NN2)C(F)(F)F